(5-(1-ethoxyvinyl)pyridin-2-yl)methanol C(C)OC(=C)C=1C=CC(=NC1)CO